NC1=NC=CC=C1C1=NC=2C(=NC(=CC2)N2N=CC=C2)N1C=1C=C2CC[C@@H](C2=CC1)NC(=O)C=1C=NC(=C(C1)C=O)NS(=O)(=O)C N-[(1S)-5-[2-(2-aminopyridin-3-yl)-5-(pyrazol-1-yl)imidazo[4,5-b]pyridin-3-yl]-2,3-dihydro-1H-inden-1-yl]-5-formyl-6-methanesulfonamidopyridine-3-carboxamide